CC1=CC=2N(N=C1N1CC=3C=C(C=NC3CC1)C=1SC=CC1C)C(C=CN2)=O 8-methyl-7-(3-(3-methylthiophen-2-yl)-7,8-dihydro-1,6-naphthyridin-6(5H)-yl)-4H-pyrimido[1,2-b]pyridazin-4-one